7-fluoro-1-((2-(4-fluorophenyl)thiazol-4-yl)sulfonyl)-1,2,3,4-tetrahydroquinoline-6-carboxylic acid FC1=C(C=C2CCCN(C2=C1)S(=O)(=O)C=1N=C(SC1)C1=CC=C(C=C1)F)C(=O)O